(±)-2-(2-(4-(3-(((tert-butoxycarbonyl)amino)methyl)-2-fluorophenyl)-2-methylbenzo[d]oxazole-6-yl)-4-methyl-3,4-dihydro-2H-benzo[b][1,4]oxazin-8-yl)ethyl acetate C(C)(=O)OCCC1=CC=CC2=C1O[C@@H](CN2C)C2=CC1=C(N=C(O1)C)C(=C2)C2=C(C(=CC=C2)CNC(=O)OC(C)(C)C)F |r|